7-Iodo-2,3-dihydrobenzofuran-4-amine IC=1C=CC(=C2CCOC21)N